Cl.C12(CCCCC1)[C@H]1CC[C@@H]([C@H]2N)C1 (1S,3R,4R)-spiro[bicyclo[2.2.1]heptane-2,1'-cyclohexan]-3-amine hydrochloride